S1C(CCC2=CC=CC=C12)C#N thiochromannitrile